C(CCCCCCCCC)C1=CC=C(C=C1)C1=NOC(=N1)CNC(=O)[C@H]1N(C[C@@H](C1)O)C(=O)OC(C)(C)C tert-butyl (2S,4R)-2-(((3-(4-decylphenyl)-1,2,4-oxadiazol-5-yl)methyl)carbamoyl)-4-hydroxypyrrolidine-1-carboxylate